CC1=CC=NO1 (R)-5-methylisoxazole